C1=C(C=CC2=CC=CC=C12)C1=CC=C(C=C1)NC1=CC=CC=C1 4-(2-naphthyl)phenyl-aniline